(S)-N3-(tert-butyl)-N5-(3,4-difluorophenyl)-6-methyl-6,7-dihydropyrazolo[1,5-a]Pyrazine-3,5(4H)-dicarboxamide C(C)(C)(C)NC(=O)C=1C=NN2C1CN([C@H](C2)C)C(=O)NC2=CC(=C(C=C2)F)F